O1C(=CC=C1C(=O)OCC1CO1)C(=O)OCC1CO1 diglycidyl 2,5-furandicarboxylate